F[C@]1(CN(CC1)C(=O)OCC1=CC=CC=C1)COC benzyl (3R)-3-fluoro-3-(methoxymethyl)pyrrolidine-1-carboxylate